(Z)-1-(4-(4-(4-(((2-(4-(1,2-diphenylbut-1-en-1-yl)phenoxy)ethyl)(methyl)amino)methyl)phenyl)-1H-1,2,3-triazol-1-yl)butyl)-3-hydroxy-2-methylpyridin-4(1H)-one C1(=CC=CC=C1)/C(=C(\CC)/C1=CC=CC=C1)/C1=CC=C(OCCN(C)CC2=CC=C(C=C2)C=2N=NN(C2)CCCCN2C(=C(C(C=C2)=O)O)C)C=C1